CN([C@@H](CS[C@H]1[C@@](O)([C@](O)([C@](O)([C@@H](O1)C)OC(C)=O)OC(C)=O)OC(C)=O)C(=O)O)C(C1=CC=CC=C1)=O Methyl-N-benzoyl-S-(2,3,4-triacetoxy-α-L-fucosyl)-L-cysteine